FC(S(=O)(=O)OC1=C(CCOC1)C(=O)OCC)(F)F Ethyl 5-[(trifluoromethanesulfonyl)oxy]-3,6-dihydro-2H-pyran-4-carboxylate